ClC=1N=NC(=CC1SC)Cl 3,6-dichloro-4-methylsulfanyl-pyridazine